8-bromo-7-chloro-6-fluoro-3a-phenyl-3a,8b-dihydrofuro[3,4-b]benzofuran-3(1H)-one BrC1=C(C(=CC2=C1C1C(O2)(C(OC1)=O)C1=CC=CC=C1)F)Cl